(1-(4-ethylphenyl)vinyl)diphenylphosphine oxide C(C)C1=CC=C(C=C1)C(=C)P(C1=CC=CC=C1)(C1=CC=CC=C1)=O